(2-(5-((1H-indol-4-yl)methyl)-4,5,6,7-tetrahydropyrazolo[1,5-a]pyrazin-7-yl)ethyl)isobutyramide N1C=CC2=C(C=CC=C12)CN1CC=2N(C(C1)CCC(C(=O)N)(C)C)N=CC2